FC=1C(NC(N(C1)[C@H]1C[C@@H]([C@H](O1)C1(CC1)O[P@](=O)(OC1=CC=CC2=CC=CC=C12)N[C@@H](C)C(=O)OCC(CC)CC)O)=O)=O 2-ethylbutyl ((R)-(1-((2S,3S,5R)-5-(5-fluoro-2,4-dioxo-3,4-dihydropyrimidin-1(2H)-yl)-3-hydroxytetrahydrofuran-2-yl)cyclopropoxy)(naphthalen-1-yloxy)phosphoryl)-L-alaninate